2-(3-cyanophenyl)-N-((S)-(4,4-difluorocyclohexyl)(5-(((S)-2-oxo-4-(trifluoromethyl)imidazolidin-1-yl)methyl)benzo[d]oxazol-2-yl)methyl)propanamide C(#N)C=1C=C(C=CC1)C(C(=O)N[C@H](C=1OC2=C(N1)C=C(C=C2)CN2C(N[C@@H](C2)C(F)(F)F)=O)C2CCC(CC2)(F)F)C